N1N=CC=2C1=NC=C(C2)C(=O)N 1H-pyrazolo[3,4-b]pyridine-5-amide